C(C)C=1C(=CC(=NC1)OC)OC=1C(=NC(=NC1)N)N 5-((5-ethyl-2-methoxypyridin-4-yl)oxy)pyrimidine-2,4-diamine